2-(4-aminophenyl)butyric acid NC1=CC=C(C=C1)C(C(=O)O)CC